5-chloromethyl-1,3-dimethyl-1H-pyrazole ClCC1=CC(=NN1C)C